3-((3-(methylamino)-1-phenylpropoxy)methyl)-N-phenylaniline CNCCC(OCC=1C=C(NC2=CC=CC=C2)C=CC1)C1=CC=CC=C1